(1s,3as,6ar)-5-benzyl-1-(((tert-butyldimethylsilyl) oxy) methyl)-3-oxo-hexahydropyrrolo[3,4-c]pyrrole-2(1H)-carboxylate C(C1=CC=CC=C1)N1C[C@H]2[C@@H](C1)C(N([C@@H]2CO[Si](C)(C)C(C)(C)C)C(=O)[O-])=O